N[C@@H]1[C@@H](OCC12CCN(CC2)C=2N=CC(=NC2)SC=2C(=C1C(N(C=NC1=CC2)CC2(CCOCC2)F)=O)Cl)C 6-((5-((3S,4S)-4-amino-3-methyl-2-oxa-8-azaspiro[4.5]decan-8-yl)pyrazin-2-yl)thio)-5-chloro-3-((4-fluorotetrahydro-2H-pyran-4-yl)methyl)quinazolin-4(3H)-one